1,2-diphenylethylphosphine C1(=CC=CC=C1)C(CC1=CC=CC=C1)P